ClC1=CC=C(C=C1)[C@H](CC1=NOC(=N1)CN1C(N(C=C(C1=O)C=1C=NN(C1)C)C)=O)O (S)-3-((3-(2-(4-chlorophenyl)-2-hydroxyethyl)-1,2,4-oxadiazol-5-yl)methyl)-1-methyl-5-(1-methyl-1H-pyrazol-4-yl)pyrimidine-2,4(1H,3H)-dione